C(C1=CC=CC=C1)N(C(C(=O)OCC)CC1CCCCC1)CCNC(=O)OC(C)(C)C Ethyl 2-(benzyl(2-((tert-butoxycarbonyl)amino)ethyl)amino)-3-cyclohexylpropanoate